NC=1C(=CC(=C(C1)N1C(C(CC1)OC1CC1)=O)C)C 1-(5-amino-2,4-dimethylphenyl)-3-(cyclopropyloxy)-2-pyrrolidone